4-(4-chloro-2-fluoro-phenyl)-5-[4-[(3S)-1-(3-fluoropropyl)pyrrolidin-3-yl]oxyphenyl]-2,3-dihydro-1-benzothiepin-7-ol ClC1=CC(=C(C=C1)C=1CCSC2=C(C1C1=CC=C(C=C1)O[C@@H]1CN(CC1)CCCF)C=C(C=C2)O)F